(S)-3-(1-(2-chloroacetyl)pyrrolidin-2-yl)-4-methoxy-N-(pent-4-yn-1-yl)benzamide ClCC(=O)N1[C@@H](CCC1)C=1C=C(C(=O)NCCCC#C)C=CC1OC